BrCCCCCCCC(=O)OCCCC(CCCCC)CCCCC 4-pentylnonyl 8-bromooctanoate